bis(4-hexylphenyl)iodonium C(CCCCC)C1=CC=C(C=C1)[I+]C1=CC=C(C=C1)CCCCCC